C(C)(=O)O\C=C\CCCCCCCCCCCC (E)-1-O-tetradecenyl acetate